FC1(CCN(CC1)C1=NC=CC=N1)C(=O)N1CCOC2=C(C1)C=NC=C2C#N 4-(4-fluoro-1-pyrimidin-2-yl-piperidine-4-carbonyl)-3,5-dihydro-2H-pyrido[3,4-f][1,4]oxazepine-9-carbonitrile